C(C(C)C)C1=CC=C(CC(C(=O)O)=C)C=C1 2-(4-isobutylbenzyl)acrylic acid